ClC1=CC=C(C=C1)C(C(C)C1CC1)=O (4-chlorophenyl)-2-cyclopropyl-1-propanone